(S)-2-(4-(3-aminopropoxy)phenyl)-2-(isoindolin-2-yl)acetic acid NCCCOC1=CC=C(C=C1)[C@@H](C(=O)O)N1CC2=CC=CC=C2C1